N-(2-(4-Methylpiperazin-1-yl)ethyl)-5-(trifluoromethyl)-1H-benzo[d]imidazole-1-carboxamide CN1CCN(CC1)CCNC(=O)N1C=NC2=C1C=CC(=C2)C(F)(F)F